6-carboxyuracil C(=O)(O)C1=CC(NC(N1)=O)=O